2-(2-((3-(4-((1,1-dioxidotetrahydro-2H-thiopyran-4-yl)amino)-1-(2,2,2-trifluoroethyl)-1H-indol-2-yl)prop-2-yn-1-yl)amino)-5-(methylsulfonyl)phenoxy)acetamide O=S1(CCC(CC1)NC1=C2C=C(N(C2=CC=C1)CC(F)(F)F)C#CCNC1=C(OCC(=O)N)C=C(C=C1)S(=O)(=O)C)=O